BrC=1C=CC(=C(C1)S(=O)(=O)NC=1C(=C(C(=O)O)C=C(C1)C1(CCC1)C#N)O)OC 3-((5-Bromo-2-methoxyphenyl)sulfonamido)-5-(1-cyanocyclobutyl)-2-hydroxybenzoic acid